(R)-6-(1-(1-(4-aminobenzoyl)piperidin-3-yl)-1H-pyrazol-4-yl)-4-methoxypyrazolo[1,5-a]pyridine-3-carbonitrile NC1=CC=C(C(=O)N2C[C@@H](CCC2)N2N=CC(=C2)C=2C=C(C=3N(C2)N=CC3C#N)OC)C=C1